3-[4-[1-[2-[2-[5-[[5-chloro-4-(3-cyclopropylphenyl)pyrimidin-2-yl]amino]-3-pyridyl]-1-oxo-2,8-diazaspiro[4.5]decan-8-yl]-2-oxo-ethyl]-4-piperidyl]anilino]piperidine-2,6-dione ClC=1C(=NC(=NC1)NC=1C=C(C=NC1)N1C(C2(CC1)CCN(CC2)C(CN2CCC(CC2)C2=CC=C(NC1C(NC(CC1)=O)=O)C=C2)=O)=O)C2=CC(=CC=C2)C2CC2